5-(4-(5-Thioxo-4,5-dihydro-1,2,4-oxadiazol-3-yl)pyridin-2-yl)-1,5-dihydro-2H-naphtho[1,2-b][1,4]diazepine-2,4(3H)-dione triethylamine salt C(C)N(CC)CC.S=C1NC(=NO1)C1=CC(=NC=C1)N1C2=C(NC(CC1=O)=O)C1=CC=CC=C1C=C2